(-)-1-[(3S*,4R*)-4-(2,6-difluoro-4-methoxyphenyl)-2-oxopyrrolidin-3-yl]-3-(3-hydroxy-4-methylphenyl)urea FC1=C(C(=CC(=C1)OC)F)[C@H]1[C@@H](C(NC1)=O)NC(=O)NC1=CC(=C(C=C1)C)O |o1:10,11|